N[C@H](C(=O)O)CC1=CC(=CC=C1)NC(=N)N (S)-2-amino-3-(3-guanidinophenyl)propanoic acid